C(=C)[Sn](C=C)(C=C)C=C Tetravinyltin